tert-Butyl (5-bromo-2-((4-cyanobenzyl)oxy)benzyl)carbamate BrC=1C=CC(=C(CNC(OC(C)(C)C)=O)C1)OCC1=CC=C(C=C1)C#N